O=C1CC(CN1C(C)C)C(=O)O 5-oxo-1-(propan-2-yl)pyrrolidine-3-carboxylic acid